N-[(1R,3S)-3-{[6-chloro-2-(trifluoromethyl)quinolin-4-yl]amino}cyclohexyl]-2H-pyrazolo[4,3-b]pyridine-7-carboxamide ClC=1C=C2C(=CC(=NC2=CC1)C(F)(F)F)N[C@@H]1C[C@@H](CCC1)NC(=O)C=1C=2C(N=CC1)=CNN2